C(C)(=O)N1CCC2(CC(C(N2)=O)CC(C(=O)OC)NC([C@H](CC(C)C)NC(=O)OC2CCC(CC2)CCC)=O)CC1 methyl 3-(8-acetyl-2-oxo-1,8-diazaspiro[4.5]decan-3-yl)-2-((S)-4-methyl-2-((((4-propylcyclohexyl)oxy)carbonyl)amino)pentanamido)propanoate